2-(5-((4-benzylpiperidin-1-yl)methyl)-4H-1,2,4-triazol-3-yl)-4,6-dichloro-1H-indole C(C1=CC=CC=C1)C1CCN(CC1)CC=1NC(=NN1)C=1NC2=CC(=CC(=C2C1)Cl)Cl